(4-allylpiperazin-1-yl)(7-((4-(ethylamino)-3-(trifluoromethyl)-1H-pyrrolo[2,3-b]pyridin-6-yl)amino)-2,3-dihydrobenzo-furan-4-yl)methanone C(C=C)N1CCN(CC1)C(=O)C1=CC=C(C2=C1CCO2)NC2=CC(=C1C(=N2)NC=C1C(F)(F)F)NCC